N-β-aminoethyl-γ-aminopropyl-methyldiethoxysilane 1-Benzyl-N-[2-[[2-(2,6-dioxo-3-piperidyl)-1,3-dioxo-isoindolin-4-yl]amino]spiro[3.5]nonan-7-yl]-N-methyl-carbamate C(C1=CC=CC=C1)CN(C(O)=O)C1CCC2(CC(C2)NC2=C3C(N(C(C3=CC=C2)=O)C2C(NC(CC2)=O)=O)=O)CC1.NCCNCCC[Si](OCC)(OCC)C